FC1(OC2=C(O1)C=CC(=C2)C2(CC2)C(=O)N[C@@H]2C[C@@H](OC1=CC(=CC=C21)F)C=2C=C(C(=O)O)C=CC2)F 3-[(2r,4r)-4-({[1-(2,2-difluoro-1,3-benzodioxol-5-yl)cyclopropyl]carbonyl}amino)-7-fluoro-3,4-dihydro-2H-chromen-2-yl]benzoic acid